FC1=CC=C(C=C1)C1=CC1C1=CC=C(C=C1)F 2,3-bis(4-fluorophenyl)cyclopropene